(4-chloro-2-fluorophenyl)-1-(2,4-dichlorophenyl)-1,2-dihydro-3H-pyrazol-3-one ClC1=CC(=C(C=C1)N1N(C=CC1=O)C1=C(C=C(C=C1)Cl)Cl)F